5-[(E)-1-(2-azaspiro[3.3]heptan-6-yl)-2-methoxy-vinyl]-8-chloro-2-methyl-phthalazin-1-one C1NCC12CC(C2)/C(=C\OC)/C2=C1C=NN(C(C1=C(C=C2)Cl)=O)C